(E)-N-hydroxy-4-(3-oxo-3-(4-(((2-phenylcyclopropyl)amino)methyl)piperidin-1-yl)prop-1-en-1-yl)benzamide TFA Salt OC(=O)C(F)(F)F.ONC(C1=CC=C(C=C1)\C=C\C(N1CCC(CC1)CNC1C(C1)C1=CC=CC=C1)=O)=O